6-(4-(4-((2-(2,6-dioxopiperidin-3-yl)-6-fluoro-1-oxoisoindolin-5-yl)methyl)piperazin-1-yl)piperidin-1-yl)-2-(4-phenoxyphenyl)nicotinamide O=C1NC(CCC1N1C(C2=CC(=C(C=C2C1)CN1CCN(CC1)C1CCN(CC1)C1=NC(=C(C(=O)N)C=C1)C1=CC=C(C=C1)OC1=CC=CC=C1)F)=O)=O